2-hydroxy-5-nitro-benzoic acid 3-(2-dimethylaminomethyl-1-hydroxy-cyclohexyl)-phenyl ester CN(C)CC1C(CCCC1)(O)C=1C=C(C=CC1)OC(C1=C(C=CC(=C1)[N+](=O)[O-])O)=O